3-(5-(1-((3-(6-methylpyridin-3-yl)-4-oxo-3,4-dihydroquinazolin-6-yl)methyl)Phenyl)piperidin-4-yl)-1-oxo-isoindolin-2-yl-piperidine-2,6-dione CC1=CC=C(C=N1)N1C=NC2=CC=C(C=C2C1=O)CC1(CC=CC=C1)C1C(CCNC1)C1N(C(C2=CC=CC=C12)=O)N1C(CCCC1=O)=O